(S)-4-(3-cyclobutyl-1-(3-fluorophenyl)-1H-pyrrolo[3,2-c]pyridin-4-yl)-3-methylpiperazine-1-carboxylic acid tert-butyl ester C(C)(C)(C)OC(=O)N1C[C@@H](N(CC1)C1=NC=CC2=C1C(=CN2C2=CC(=CC=C2)F)C2CCC2)C